CC1=CC(C(C=C1)O)(C(C)(C)C)C(C)(C)C 4-methyl-2,2-di-tert-butylphenol